CC12CCCCC1C(=O)OC2=O The molecule is a cyclic dicarboxylic anhydride that is the cyclic anhydride of methylhexahydrophthalic acid. It has a role as an allergen and a curing agent. It is a cyclic dicarboxylic anhydride and a tetrahydrofurandione.